4-oxo-N-{[6-({[(oxolan-2-yl)methyl]amino}methyl)imidazo[1,2-a]pyridin-2-yl]methyl}-4H-pyrido[1,2-a]pyrimidine-2-carboxamide O=C1C=C(N=C2N1C=CC=C2)C(=O)NCC=2N=C1N(C=C(C=C1)CNCC1OCCC1)C2